N[C@H]1[C@@H](CC(C2=CC(=C(C=C12)F)F)(C)C)O |r| rac-(1R,2R)-1-amino-6,7-difluoro-4,4-dimethyl-1,2,3,4-tetrahydronaphthalen-2-ol